CN(CCOC=1C=CC(=C(C(=O)N[C@H](C)C2=CC(=CC(=C2)C=2SC=CC2)C=2C=NC(=CC2)N2CCOCC2)C1)C)C (R)-5-(2-(dimethylamino)ethoxy)-2-methyl-N-(1-(3-(6-morpholinopyridin-3-yl)-5-(thiophen-2-yl)phenyl)ethyl)benzamide